C(C1CO1)OCCC[Si](OC(C)C)(OC(C)C)OC(C)C 3-glycidoxypropyl-triisopropoxysilane